N1(CNCC1)C(C(=O)O)CCCC Imidazolidin-1-yl-hexanoic acid